4-chloro-2-(difluoromethyl)-2H-pyrazolo[3,4-d]pyrimidine-carboxamide ClC=1C=2C(N=CN1)=NN(C2C(=O)N)C(F)F